OC1(CCC(CC1)(C)C)C(=O)O 1-hydroxy-4,4-dimethylcyclohexane-1-carboxylic acid